CN(C(OC(C)(C)C)=O)C1CC=2C(=C(SC2)C(F)(F)F)CC1 tert-butyl N-methyl-N-[1-(trifluoromethyl)-4,5,6,7-tetrahydro-2-benzothiophen-5-yl]carbamate